2-(chloromethyl)-3-Methylpyridine ClCC1=NC=CC=C1C